(S)-2-hydroxy-3-methylbutanoate O[C@H](C(=O)[O-])C(C)C